2-(3'-dodecyl-2'-hydroxy-5'-methylphenyl)benzotri-azole C(CCCCCCCCCCC)C=1C(=C(C=C(C1)C)N1N=C2C(=N1)C=CC=C2)O